2-chloro-N-(1-(5-(3-cyano-6-(2-hydroxy-2-methylpropoxy)pyrazolo[1,5-a]pyridin-4-yl)pyridin-2-yl)-4-methylpiperidin-4-yl)-6-methylbenzamide ClC1=C(C(=O)NC2(CCN(CC2)C2=NC=C(C=C2)C=2C=3N(C=C(C2)OCC(C)(C)O)N=CC3C#N)C)C(=CC=C1)C